S-ethyl-N,N-dipropylthiocarbamate CCCN(CCC)C(=O)SCC